O1C(=CC2=C1C=CC=C2)C=2C1=C(N=CN2)N(C2=C1C=CS2)[C@H]2[C@H](O)[C@H](O)[C@H](O2)CO 4-(Benzofuran-2-yl)-8-(β-D-ribofuranosyl)-8H-thieno[3',2':4,5]pyrrolo[2,3-d]pyrimidine